FC1=CC=C(C=C1)CCNC(=S)N1CC2=CC(=C(C=C2CC1)O)O N-[2-(4-fluorophenyl)ethyl]-6,7-dihydroxy-1,2,3,4-tetrahydroisoquinoline-2-carbothioamide